2-hydroxyethyl 2-butylacrylate C(CCC)C(C(=O)OCCO)=C